ClC1=CC=C(S1)CN(C1=C(C(=NN1C(=O)C1=C(OC=C1)C)C1C(N(CCN1)C(CN1CCOCC1)=O)C(F)(F)F)F)C 1-[3-(5-{[(5-chlorothiophen-2-yl)methyl](methyl)amino}-4-fluoro-1-(2-methylfuran-3-carbonyl)-1H-pyrazol-3-yl)-2-(trifluoromethyl)piperazin-1-yl]-2-(morpholin-4-yl)ethan-1-one